O1C2(OC(CC1=O)=O)C1CC3CC(CC2C3)C1 spiro[adamantane-2,2'-[1,3]dioxane]-4',6'-dione